OC=1C=C(C=CC1C1OC2=C(C(=CC(=C2C(C1)=O)O)O)CC(CC=C(C)C)C(=C)C)[O-] 3-hydroxy-4-[5,7-dihydroxy-4-oxo-8-(2-isopropenyl-5-methylhex-4-enyl)-2,3-dihydro-4H-chromen-2-yl]phenolate